(rac)-trans-3-amino-1-(N-((S)-2-amino-2-carboxyethyl)sulfamoyl)-4-(3-boronopropyl)pyrrolidine-3-carboxylic acid, 2,2,2-trifluoroacetic acid salt FC(C(=O)O)(F)F.N[C@@]1(CN(C[C@H]1CCCB(O)O)S(NC[C@@H](C(=O)O)N)(=O)=O)C(=O)O |r|